O1CCN(CC1)C=1C=C(N=C2N(C=NC12)CCN1C(NCC1)=O)N1N=C(C=C1)C=1C=C(C=CC1)C 1-(2-{7-morpholino-5-[3-(m-tolyl)-1-pyrazolyl]-3H-1,3,4-triazainden-3-yl}ethyl)-2-imidazolidinone